C[Ge](N1C=CN(C=C1)[Ge](C)(C)C)(C)C 1,4-bis(trimethylgermyl)1,4-dihydropyrazine